3-[3-[4-(methylamino)-1-piperidinyl]anilino]piperidine-2,6-dione TFA salt OC(=O)C(F)(F)F.CNC1CCN(CC1)C=1C=C(NC2C(NC(CC2)=O)=O)C=CC1